C(C)C(COC(C=1C=C(C(=O)OCCCCC)C=CC1)=O)CCCC isophthalic acid (n-pentyl) (2-ethylhexyl) ester